ClC=1C=C(C(=O)NC2=CC=C(C=C2)C2(CCC2)C(NC2CC(OCC2)(C)C)=O)C=CC1 3-chloro-N-(4-{1-[(2,2-dimethyloxan-4-yl)carbamoyl]cyclobutyl}phenyl)benzamide